F[C@@H]1CN(CC12CCN(CC2)C=2C1=C(N=C(N2)C2=CC=NC=C2)C=NC=C1)C(=O)OC(C)(C)C (S)-tert-butyl 4-fluoro-8-(2-(pyridin-4-yl) pyrido[3,4-d]pyrimidin-4-yl)-2,8-diazaspiro[4.5]decane-2-carboxylate